4-(1,1-dioxotetrahydro-2H-thiopyran-4-yl)-benzoic acid O=S1(CCC(CC1)C1=CC=C(C(=O)O)C=C1)=O